ClC=1C=C(C=CC1C)NC(=O)[C@@H]1[C@@H](N(C[C@@H](C1)C(F)(F)F)C(C1=C(C=CC=C1F)F)=O)C1=CC=C(C=C1)NC1CCCC1 (2R,3S,5R)-N-(3-chloro-4-methylphenyl)-2-(4-(cyclopentylamino)phenyl)-1-(2,6-difluorobenzoyl)-5-(trifluoromethyl)piperidine-3-carboxamide